Naphthalene-1,5-diacetic acid C1(=CC=CC=2C(=CC=CC12)CC(=O)O)CC(=O)O